C(C)(C)C1=C(C(=C(C(=O)N)C=C1)N1C=C(C=2C1=CN=CC2)C(=O)C2CCN(CC2)C(=O)[C@H]2N[C@@H]1CC([C@H]2CC1)=C)C(C)C diisopropyl-2-(3-(1-((1S,3S,4R)-5-methylene-2-azabicyclo[2.2.2]octane-3-carbonyl)piperidine-4-carbonyl)-1H-pyrrolo[2,3-c]pyridin-1-yl)benzamide